5-fluoro-3-(1-((1S,4S)-4-isopropylcyclohexyl)piperidin-4-yl)-1-(2-morpholinoethyl)-1,3-dihydro-2H-benzo[d]imidazol-2-one FC1=CC2=C(N(C(N2C2CCN(CC2)C2CCC(CC2)C(C)C)=O)CCN2CCOCC2)C=C1